BrC1=C2C=CN=CC2=CC=C1O 5-bromoisoquinolin-6-ol